ClC(CC1=CC=CC=C1)OC(CCCCCCCCCCC)=O.CCC(=O)C=1C=NC=CC1 methyl-pyridin-3-yl-ethanone (1-chloro-2-phenylethyl)dodecanoate